C1=CC(=CC=C1N)S(=O)(=O)C2=CC=C(C=C2)O 4-amino-4'-hydroxydiphenylsulfone